NC1=C(C(=NC=N1)OC1=CC(=C(C=C1)NC(=O)NC1=CC(=NN1C1=CC(=C(C=C1)OCC)F)C(C)(C)C)F)C#N (4-((6-amino-5-cyanopyrimidin-4-yl)oxy)-2-fluorophenyl)-3-(3-(tert-butyl)-1-(4-ethoxy-3-fluorophenyl)-1H-pyrazol-5-yl)urea